(3-(Benzyloxy)cyclobutyl)methyl Methanesulfonate CS(=O)(=O)OCC1CC(C1)OCC1=CC=CC=C1